N-[4-(4-fluoro-1,3-benzooxazol-2-yl)phenyl]oxazole-2-carboxamide FC1=CC=CC2=C1N=C(O2)C2=CC=C(C=C2)NC(=O)C=2OC=CN2